S(=O)(=O)(C1=CC=C(C)C=C1)OCCCCCOCCCOCC(=O)O 2-(3-(5-(tosyloxy)pentyloxy)propoxy)acetic acid